C1(=CC=CC=C1)CCOC(CCC)=O.C1(=CC=CC=C1)CCOC(CCC)=O.C(C(=C)C)(=O)OCCC[SiH2]C(OC)OC γ-methacryloyloxypropyl-dimethoxymethyl-silane 2-phenylethyl-butanoate Phenylethyl-Butyrate